tert-butyl-5-[6-[[6-methyl-4-(methylamino)-2-pyridyl]amino]-1,3-benzodioxol-4-yl]-2,3,4,7-tetrahydroazepine-1-carboxylate C(C)(C)(C)OC(=O)N1CCCC(=CC1)C1=CC(=CC=2OCOC21)NC2=NC(=CC(=C2)NC)C